C(C)(C)(C)OC(=O)N1C2CC(C(C1)CC2)=C([2H])[2H] 5-(2H2)Methylene-2-azabicyclo[2.2.2]Octane-2-carboxylic acid tert-butyl ester